N1C=C(C2=CC=CC=C12)C=1C(NC(C1C1=NC(=NC2=CC=CC=C12)N1CCN(CC1)C)=O)=O 3-(1H-indol-3-yl)-4-[2-(4-methyl-1-piperazinyl)-4-quinazolinyl]-1H-pyrrole-2,5-dione